C[Si](OC[C@H]1[C@@H](C[C@@H]2OC[C@H](CC[C@@H]21)CC#N)OC2OCCCC2)(C(C)(C)C)C [(3R,5aR,6S,7R,8aS)-6-({[dimethyl(2-methyl-2-propanyl)silyl]oxy}methyl)-7-(tetrahydro-2H-pyran-2-yloxy)octahydro-2H-cyclopenta[b]oxepin-3-yl]acetonitrile